2-Cyclopropyl-7,9-bis(4-(difluoromethoxy)-3-methoxyphenyl)-8H-pyrido[1,2-a]pyrimidine C1(CC1)C1=NC=2N(C=C1)C=C(CC2C2=CC(=C(C=C2)OC(F)F)OC)C2=CC(=C(C=C2)OC(F)F)OC